C(C)N1CCN(CC1)CC1=CC=C(C=C1)NC=1N=C(C2=C(N1)NC=C2C2=C(C=C(C=C2)OCC2=NC=CC=N2)F)OCCOC N-(4-((4-ethylpiperazin-1-yl)methyl)phenyl)-5-(2-fluoro-4-(pyrimidin-2-ylmethoxy)phenyl)-4-(2-methoxyethoxy)-7H-pyrrolo[2,3-d]pyrimidin-2-amine